C1(CC1)C=1OC(=NN1)N1[C@@H](C2=C(CC1)NC=N2)C2=NN1C(C(=CC=C1)C)=C2 (S)-2-cyclopropyl-5-(4-(4-methylpyrazolo[1,5-a]pyridin-2-yl)-6,7-dihydro-1H-imidazo[4,5-c]pyridin-5(4H)-yl)-1,3,4-oxadiazole